(2S)-2-((2-((5S)-5-(difluoromethyl)-3-carbonyl-2-oxa-4-azabicyclo[3.1.0]hex-4-yl)-5,6-dihydrobenzo[f]imidazo[1,2-d][1,4]oxazepin-9-yl)amino)propanamide hydroxyethyl-methacrylate OCCOC(C(=C)C)=O.FC([C@]12N(C(OC2C1)=C=O)C=1N=C2N(CCOC3=C2C=CC(=C3)N[C@H](C(=O)N)C)C1)F